C1C2CC3CC(CC13)O2 octahydro-2,5-epoxypentalene